ethyl 5-ethynyl-2-methylbenzofuran-3-carboxylate C(#C)C=1C=CC2=C(C(=C(O2)C)C(=O)OCC)C1